(2-fluoro-5-(hydroxymethyl)benzyl)-3,4-dimethyl-2-oxo-N-(2,4,6-trifluorobenzyl)-1,2,3,4-tetrahydroquinazoline-7-carboxamide FC1=C(CN2C(N(C(C3=CC=C(C=C23)C(=O)NCC2=C(C=C(C=C2F)F)F)C)C)=O)C=C(C=C1)CO